CN1C(N(CC=2C1=NC(=NC2)SC)C2CCNC1=C(C=CC=C21)C)=O 1-methyl-7-methylsulfanyl-3-(8-methyl-1,2,3,4-tetrahydroquinolin-4-yl)-4H-pyrimido[4,5-d]pyrimidin-2-one